7a-(4-chlorophenyl)-4b,5-dihydroxy-4-methoxy-7-phenyl-4b,6,7,7a-tetrahydro-5H-cyclopenta[4,5]furo[2,3-c]pyridine-6-carboxylic acid ClC1=CC=C(C=C1)C12C(C3=C(C=NC=C3OC)O1)(C(C(C2C2=CC=CC=C2)C(=O)O)O)O